ClC1(C(C=O)C=CC(=C1)Cl)O 2,4-dichlorosalicylaldehyde